2-(2-fluorophenyl)-6-(pyrrolidin-1-yl)quinolin-4(1H)-one FC1=C(C=CC=C1)C=1NC2=CC=C(C=C2C(C1)=O)N1CCCC1